2-chloro-4-[2-(6-fluoro-1H-indol-3-yl)ethoxy]-7,8-dihydro-6H-pyrimido[5,4-b][1,4]oxazine ClC=1N=C(C=2OCCNC2N1)OCCC1=CNC2=CC(=CC=C12)F